1-(2,6-diazaspiro[3.3]heptan-2-yl)ethan-1-one 2,2,2-trifluoroacetate FC(C(=O)O)(F)F.C1N(CC12CNC2)C(C)=O